5-(2-methylpyridin-4-ylamino)-2-(3-(pyridin-4-ylamino)phenyl)isoindolin-1-one CC1=NC=CC(=C1)NC=1C=C2CN(C(C2=CC1)=O)C1=CC(=CC=C1)NC1=CC=NC=C1